2-(2-hydroxyphenyl)-7-azaindole OC1=C(C=CC=C1)C=1NC2=NC=CC=C2C1